C(C1=CC=CC=C1)N1CC=2N=C(N=C(C2CC1)N1CC(CCC1)(O)C)OC[C@]12CCCN2C[C@@H](C1)F 1-(7-benzyl-2-(((2R,7aS)-2-fluorohexahydro-1H-pyrrolizin-7a-yl)methoxy)-5,6,7,8-tetrahydropyrido[3,4-d]pyrimidin-4-yl)-3-methylpiperidin-3-ol